C1CN(CCN1)CC(F)F (2,2-difluoroethyl)piperazine